C=C(C(C1=C(C(=C(C(=C1C)C)C)C)O)(C1=CC=CC=2NN=NC21)C2=CC=CC=1NN=NC12)CC MethylenBis-Benzotriazolyl-Tetramethylbutylphenol